(S)-5-(4-(2-(dimethylamino)ethoxy)phenyl)-1-(1H-benzo[d]imidazol-5-yl)imidazolidin-2-one CN(CCOC1=CC=C(C=C1)[C@H]1CNC(N1C1=CC2=C(NC=N2)C=C1)=O)C